2-butyl-octane-1-ol C(CCC)C(CO)CCCCCC